3-bromo-6-(3-chloro-6-(difluoromethyl)-2-fluorophenyl)pyrazine-2-carboxylic acid BrC=1C(=NC(=CN1)C1=C(C(=CC=C1C(F)F)Cl)F)C(=O)O